5-Methoxy-N-{(S)-1-carbonyl-1-{{(S)-1-carbonyl-3-[(S)-2-carbonylpyrrolidin-3-yl]propan-2-yl}amino}-3-phenylpropan-2-yl}-1H-indole-2-carboxamide COC=1C=C2C=C(NC2=CC1)C(=O)N[C@H](C(N[C@H](C=C=O)C[C@H]1C(NCC1)=C=O)=C=O)CC1=CC=CC=C1